6-(6-fluoropyridin-3-yl)-8-(4-methoxyphenyl)-2-(2,2,2-trifluoroethylamino)pyrido[2,3-d]pyrimidin-7(8H)-one FC1=CC=C(C=N1)C1=CC2=C(N=C(N=C2)NCC(F)(F)F)N(C1=O)C1=CC=C(C=C1)OC